(S)-(6-Fluoro-3,9-dimethyl-1,3,4,5-tetrahydropyrido[4,3-b]indol-2-yl)-[5-(trifluoromethyl)-1H-pyrazol-3-yl]methanone FC1=CC=C(C=2C3=C(NC12)C[C@@H](N(C3)C(=O)C3=NNC(=C3)C(F)(F)F)C)C